[Br-].O1C(OCC1)CC[P+](C1=CC=CC=C1)(C1=CC=CC=C1)C1=CC=CC=C1 2-(1,3-dioxolan-2-yl)ethyltriphenylphosphonium bromide